ClC=1N=C(C=2N(C(C(=C(N2)C)C)=O)C1)C=1C=NC(=CC1)C(F)(F)F 7-chloro-2,3-dimethyl-9-[6-(trifluoromethyl)-3-pyridyl]pyrazino[1,2-a]pyrimidin-4-one